NC1=NC=2CCCNC2C(=C1)N[C@@](CO)(CC)C (R)-2-((2-amino-5,6,7,8-tetrahydro-1,5-naphthyridin-4-yl)amino)-2-methylbutan-1-ol